O1C(=CC=C1)C(=O)N1CCCC2=CC(=CC=C12)NS(=O)(=O)C1=C(C=CC(=C1)F)OC N-furoyl-6-(2-methoxy-5-fluorobenzenesulfonamido)-1,2,3,4-tetrahydroquinoline